ClC1=C(C=CC=2N=C(SC21)C)SC=2N=CC(=NC2)N2CCC(CC2)(C)NC(OC(C)(C)C)=O tert-butyl (1-(5-((7-chloro-2-methylbenzo[d]thiazol-6-yl)thio)pyrazin-2-yl)-4-methylpiperidin-4-yl)carbamate